CC1(OC2=C(NC1)C=C(C=C2)S(=O)(=O)N2CC1=C(C2)CN(C1)C(=O)OC(C)(C)C)C tert-Butyl 5-(2,2-dimethyl-3,4-dihydro-2H-1,4-benzoxazine-6-sulfonyl)-1H,2H,3H,4H,5H,6H-pyrrolo[3,4-c]pyrrole-2-carboxylate